[Ni].[Au].[Ag].[Pd] palladium-silver-gold-nickel